6-(difluoromethyl)-8-((4R)-7-hydroxyspiro[2.4]heptan-4-yl)-2-((1-(methylsulfonyl)piperidin-4-yl)amino)pyrido[2,3-d]pyrimidin-7(8H)-one FC(C1=CC2=C(N=C(N=C2)NC2CCN(CC2)S(=O)(=O)C)N(C1=O)[C@H]1C2(CC2)C(CC1)O)F